tert-butyl N-[2-[2-[2-[2-[3-[[(1S)-1-[[(1S)-2-[4-(bromomethyl)anilino]-1-methyl-2-oxo-ethyl]carbamoyl]-2-methyl-propyl] amino]-3-oxo-propoxy]ethoxy]ethoxy]ethoxy]ethyl]carbamate BrCC1=CC=C(NC([C@H](C)NC(=O)[C@H](C(C)C)NC(CCOCCOCCOCCOCCNC(OC(C)(C)C)=O)=O)=O)C=C1